CN1N=CC2=CC=C(C=C12)C1=C2CN(C(C2=CC=C1)=O)CCC=CC#N 5-[4-(1-methyl-1H-indazol-6-yl)-1-oxo-2,3-dihydro-1H-isoindol-2-yl]pent-2-enenitrile